tert-butyl (3-oxopropyl)(4-(trifluoromethyl)phenethyl)carbamate O=CCCN(C(OC(C)(C)C)=O)CCC1=CC=C(C=C1)C(F)(F)F